CC1=C(C=CC=C1)C1=C(C=CC(=N1)NS(=O)(=O)C1=CC=CC(=N1)N1[C@@H](CNCC1)C(=O)O)C(F)(F)F (2S)-1-(6-{[6-(2-methylphenyl)-5-(trifluoromethyl)pyridin-2-yl]Sulfamoyl}pyridin-2-yl)piperazine-2-carboxylic acid